FC=1C=C(C=C(C1F)F)[C@H]1[C@@H](CN(C1)CCOC)NC(N)=O 3-((3S,4R)-4-(3,4,5-trifluorophenyl)-1-(2-methoxyethyl)pyrrolidin-3-yl)urea